N-(cyclopropylmethyl)-5-((3-fluoro-4-methoxybenzyl)(methyl)amino)-2-morpholinobenzamide C1(CC1)CNC(C1=C(C=CC(=C1)N(C)CC1=CC(=C(C=C1)OC)F)N1CCOCC1)=O